COC=1C=CC=2N(C3=CC=C(C=C3C2C1)OC)C1=C(C=C(C(=O)O)C(=C1)N1C2=CC=C(C=C2C=2C=C(C=CC12)OC)OC)C(=O)O 4,6-bis(3,6-dimethoxy-9H-carbazol-9-yl)isophthalic acid